C(C)OC(=O)[C@@H]1[C@@H]2CCC([C@H]12)=O |&1:5| (+-)-(1S,5R)-2-oxobicyclo[3.1.0]hexane-6-carboxylic acid ethyl ester